C1(CC1)C([C@@H](C(=O)NC1=NC=CC(=C1)C(NC(CCC(F)(F)F)=O)C1CC1)NC(OC(C)(C)C)=O)C1CC1 tert-butyl ((2S)-1,1-dicyclopropyl-3-((4-(cyclopropyl(4,4,4-trifluorobutanamido)methyl)-pyridin-2-yl)amino)-3-oxopropan-2-yl)carbamate